FC1(CC12N(CC2)C=O)F (1,1-difluoro-4-azaspiro[2.3]hexan-4-yl)methanone